{4-[(3-Methoxypropyl)amino]-3-(trifluoromethyl)phenyl}-3,6-dihydro-2H-1,3,4-oxadiazin-2-one COCCCNC1=C(C=C(C=C1)N1C(OCC=N1)=O)C(F)(F)F